1-(2-bromo-4-chlorophenyl)triazole BrC1=C(C=CC(=C1)Cl)N1N=NC=C1